CC1=C(C2=C(N3C(COC2)=NN=C3C)S1)C(=C)C1=CC=CC=C1 2,9-dimethyl-3-(1-phenylvinyl)-4H,6H-thieno[2,3-e][1,2,4]triazolo[3,4-c][1,4]oxazepine